SCCC 3-Mercaptopropane